7-chloro-3-(2,4-dichlorophenyl)-6-methoxy-3,4-dihydroacridine-1,9(2H,10H)-dione ClC1=C(C=C2NC=3CC(CC(C3C(C2=C1)=O)=O)C1=C(C=C(C=C1)Cl)Cl)OC